OC1(CC(C1)N1C=NC2=C1N=NC(=C2C)C2=C(C=1CCC1C=C2)O)C 3-[7-(3-hydroxy-3-methyl-cyclobutyl)-4-methyl-imidazo[4,5-c]pyridazin-3-yl]bicyclo[4.2.0]octa-1(6),2,4-trien-2-ol